C1(=CC=CC=C1)S(=O)(=O)C1CN(C1)C=1C(=C(C(=O)OC)C=CC1)N1C=CC=C1 Methyl 3-(3-(phenylsulfonyl)azetidin-1-yl)-2-(1H-pyrrol-1-yl)benzoate